COC(CCCCCC)OC 1,1-dimethoxyheptane